NC1CNC2=C(O1)C=CC=C2 Aminobenzomorpholin